C12CN(CC(N1)C2)C=2C1=C(N=C(N2)OC[C@]23CCCN3C[C@@H](C2)F)C(=C(N=C1)C1=CC(=CC2=CC=C(C(=C12)C#C)F)O)F 4-(4-(3,6-diazabicyclo[3.1.1]heptan-3-yl)-8-fluoro-2-(((2R,7aS)-2-fluorotetrahydro-1H-pyrrolizin-7a(5H)-yl)methoxy)pyrido[4,3-d]pyrimidin-7-yl)-5-ethynyl-6-fluoronaphthalen-2-ol